3,7-bis(dimethylamino)-phenothiazin-5-ium CN(C=1C=CC2=NC3=CC=C(C=C3[S+]=C2C1)N(C)C)C